C1(CCCCC1)CNCC1=CC=CC=C1 N-(cyclohexylmethyl)-1-phenyl-methanamine